4-(1-ethoxyvinyl)-2-methoxypyridine C(C)OC(=C)C1=CC(=NC=C1)OC